C(C)C1(OCC=2C=NC(=CC21)C(=O)N)C 1-ethyl-1-methyl-1,3-dihydrofuro[3,4-c]Pyridine-6-carboxamide